5-((7-(5-((4,5-difluoro-2'-isopropyl-[1,1'-biphenyl]-2-yl)oxy)pyrimidin-4-yl)-2,7-diazaspiro[4.4]nonan-2-yl)methyl)-1H-benzo[d]imidazol-2(3H)-one FC1=CC(=C(C=C1F)C1=C(C=CC=C1)C(C)C)OC=1C(=NC=NC1)N1CC2(CCN(C2)CC2=CC3=C(NC(N3)=O)C=C2)CC1